5-{[1-(Tert-butoxycarbonyl)pyrrolidin-3-yl]ethynyl}-2-(2-fluoro-6-methoxyphenyl)pyridine-4-carboxylic acid C(C)(C)(C)OC(=O)N1CC(CC1)C#CC=1C(=CC(=NC1)C1=C(C=CC=C1OC)F)C(=O)O